4-(4-amino-7-bromo-2-{4-[(2-fluoroacrylamido)]-2-methylphenyl}-1-methylpyrrolo[3,2-c]pyridin-3-yl)-N-[(fluorocyclopropyl)methyl]-2-methoxybenzamide NC1=NC=C(C2=C1C(=C(N2C)C2=C(C=C(C=C2)NC(C(=C)F)=O)C)C2=CC(=C(C(=O)NCC1(CC1)F)C=C2)OC)Br